tert-butyl 3-(6-methoxy-5-(5-methyl-3-phenylisoxazole-4-carboxamido)pyridin-2-yl)-5,6-dihydroimidazo[1,2-a]pyrazine-7(8H)-carboxylate COC1=C(C=CC(=N1)C1=CN=C2N1CCN(C2)C(=O)OC(C)(C)C)NC(=O)C=2C(=NOC2C)C2=CC=CC=C2